BrC=1C(=NN(C1)COCC[Si](C)(C)C)[N+](=O)[O-] 4-bromo-3-nitro-1-((2-(trimethylsilyl)ethoxy)methyl)-1H-pyrazole